C1(CCC1)CN1C=NC2=C1C=CC(=C2)C=2SC=C(N2)NC(=O)N[C@@H]2CNCCC2 (S)-1-(2-(1-(cyclobutylmethyl)-1H-benzo[d]imidazol-5-yl)thiazol-4-yl)-3-(piperidin-3-yl)urea